2,5-bis((Z)-1,2-bis(4-methylphenyl)vinyl)-1-methyl-1H-pyrrole CC1=CC=C(C=C1)/C(=C/C1=CC=C(C=C1)C)/C=1N(C(=CC1)\C(=C/C1=CC=C(C=C1)C)\C1=CC=C(C=C1)C)C